(R)-N-(3-(cyanomethyl)-3-methyl-7-morpholinochroman-6-yl)pyrazolo[1,5-a]pyrimidine-3-carboxamide C(#N)C[C@@]1(COC2=CC(=C(C=C2C1)NC(=O)C=1C=NN2C1N=CC=C2)N2CCOCC2)C